tert-butyl 2-(2-(difluoromethyl)-5-methoxypyridin-4-yl)-4-(4-methyl-2-oxopiperazin-1-yl)benzoate FC(C1=NC=C(C(=C1)C1=C(C(=O)OC(C)(C)C)C=CC(=C1)N1C(CN(CC1)C)=O)OC)F